[3-methyl-1-(2H-tetraazol-5-yl)butyl]-3-pyridylamine CC(CC(C=1N=NNN1)NC=1C=NC=CC1)C